(1S,2S)-N-(6-(5-chloro-7-(cyclopent-1-en-1-yl)-6-fluoro-1H-indazol-4-yl)imidazo[1,2-a]pyrazin-2-yl)-2-fluorocyclopropane-1-carboxamide ClC=1C(=C2C=NNC2=C(C1F)C1=CCCC1)C=1N=CC=2N(C1)C=C(N2)NC(=O)[C@H]2[C@H](C2)F